(1-hexamethyleneimino)methyl(dimethoxy)methylsilane N1(CCCCCC1)C[SiH2]C(OC)OC